The molecule is a hydroxybenzo[c]phenanthrene that is benzo[c]phenanthrene in which the hydrogen at position 3 has been replaced by a hydroxy group. It has a role as a xenobiotic metabolite. C1=CC=C2C(=C1)C=CC3=C2C4=C(C=C3)C=C(C=C4)O